6-[3-(6-chloro-3-pyridyl)-7,8-dihydro-5H-1,6-naphthyridin-6-yl]-4,5-dimethyl-pyridazine ClC1=CC=C(C=N1)C=1C=NC=2CCN(CC2C1)C1=C(C(=CN=N1)C)C